BrC1=CC=C2C=CC(=NC2=C1)N(C)NC(=O)[C@H]1NN(CCC1)C([C@H](C)NC([C@H](CC1=C(C=CC=C1)Cl)O)=O)=O (2S)-N-[(1S)-2-[(3S)-3-[[(7-bromo-2-quinolinyl)-methyl-amino]carbamoyl]hexahydropyridazin-1-yl]-1-methyl-2-oxo-ethyl]-3-(2-chlorophenyl)-2-hydroxy-propionamide